C(C=C)(=O)N1C(CN(CC1)C=1N=C2C(=NC1)NC=C2C(=O)N[C@H](COCC2=CC=CC=C2)C)(C)C 2-(4-acryloyl-3,3-dimethylpiperazin-1-yl)-N-[(2S)-1-(benzyloxy)propan-2-yl]-5H-pyrrolo[2,3-b]pyrazine-7-carboxamide